ClC1=C(C=C(C(=C1)OC)[N+](=O)[O-])[N+](=O)[O-] 1-chloro-2,4-dinitro-5-methoxybenzene